C12(CC(C1)C2)NS(=O)(=O)C=2C=C1C(N(C(NC1=CC2)=O)C/C=C/C(=O)N)=O (2E)-4-[6-({bicyclo[1.1.1]pentan-1-yl}sulfamoyl)-2,4-dioxo-1H-quinazolin-3-yl]but-2-enamide